(4,7-bis(4-(diphenylamino)phenyl)-2H-benzo[d][1,2,3]triazol-2-yl)pentanoic acid methyl ester COC(C(CCC)N1N=C2C(=N1)C(=CC=C2C2=CC=C(C=C2)N(C2=CC=CC=C2)C2=CC=CC=C2)C2=CC=C(C=C2)N(C2=CC=CC=C2)C2=CC=CC=C2)=O